2-(4-((4-methoxybenzyl)oxy)phenyl)acetic acid methyl ester COC(CC1=CC=C(C=C1)OCC1=CC=C(C=C1)OC)=O